CC1=CC=C(C=C1)S(=O)(=O)NC1CN2CCC1CC2 4-methyl-N-{1-azabicyclo[2.2.2]octan-3-yl}benzene-1-sulfonamide